FC(C1C(NC2=CC=CC=C2N1)=O)F 3-(difluoromethyl)-3,4-dihydroquinoxalin-2(1H)-one